ClC1=C(C=CC(=N1)C(=O)NC1CC1)N1CCN(CC1)CC1=CC(=C2C(N(C(NC2=C1)=O)CC)=O)Cl 6-chloro-5-(4-((5-chloro-3-ethyl-2,4-dioxo-1,2,3,4-tetrahydroquinazolin-7-yl)methyl)piperazin-1-yl)-N-cyclopropylpicolinamide